methyl (S)-3-methyl-2-(5-oxo-2,6-diazaspiro[3.4]octan-6-yl)butanoate CC([C@@H](C(=O)OC)N1C(C2(CNC2)CC1)=O)C